ClC1=CC(=CC(=N1)C#N)N1CCC(CC1)OC1=CC=CC=C1 6-chloro-4-(4-phenoxypiperidin-1-yl)picolinonitrile